COC1=CC=C(CN(C(=O)C=2OC=CC2)C2CCN(CC2)CCC2=CC=CC=C2)C=C1 N-(4-methoxybenzyl)-N-(1-phenethylpiperidin-4-yl)-2-furoamide